(+/-)-(1S,3S)-3-(4-(5-(isopropoxymethyl)-1-methyl-1H-1,2,3-triazol-4-yl)phenoxy)cyclohexane-1-carboxylic acid isopropyl ester C(C)(C)OC(=O)[C@@H]1C[C@H](CCC1)OC1=CC=C(C=C1)C=1N=NN(C1COC(C)C)C |r|